(R)-4-(2-((2,2,2-trifluoroethyl)amino)propyl)-1,2-benzenediol FC(CN[C@@H](CC=1C=C(C(=CC1)O)O)C)(F)F